C(#C)C1=CSC=C1 3-ethynylthiophene